OC(CC(=O)O)CCC(=O)O.OC(CC(=O)O)CCC(=O)O 3-hydroxyadipic acid (3-hydroxyadipate)